COC1=CC(=CC2=C1OCO2)CN(CC(=O)NO)CC2=CC1=C(OCO1)C(=C2)OC 2-[bis[(7-methoxy-1,3-benzodioxol-5-yl)methyl]amino]ethanehydroxamic acid